C1(CC1)CNC(C)CC1=CC2=C(C=C1)OCO2 N-Cyclopropylmethyl-3,4-methylenedioxy-amphetamine